C1(CCCCC1)C1(CC=C(C=C1)C1CCCCC1)C1=CC=CC=C1 1,4-dicyclohexylbiphenyl